NC1=NC(=C(C(=N1)N(N)C(C[C@@H]1N(CCC1)C)=O)Br)C1=CC=C(C=C1)F N-[2-amino-5-bromo-6-(4-fluorophenyl)pyrimidin-4-yl]-2-[(2R)-1-methylpyrrolidin-2-yl]acetohydrazide